6-amino-N-(5-chloro-6-(2-methyl-3-(trifluoromethyl)phenyl)pyridin-2-yl)pyridine-2-sulfonamide NC1=CC=CC(=N1)S(=O)(=O)NC1=NC(=C(C=C1)Cl)C1=C(C(=CC=C1)C(F)(F)F)C